ICCCCCOC=1C=C(C=CC1)CC(=O)OC(C)(C)C tert-butyl 2-{3-[(5-iodopentyl)oxy]phenyl}acetate